ClC=1C(=C(C=CC1Cl)O)[C@H]1CC=2N(C=C(N2)CCO)C1 (R)-3,4-dichloro-2-(2-(2-hydroxyethyl)-6,7-dihydro-5H-pyrrolo[1,2-a]imidazol-6-yl)phenol